N,N-di(2-hydroxyethyl)pentadecyl-amine OCCN(CCO)CCCCCCCCCCCCCCC